COC1=CC2=C(N=C(S2)C(C(=O)N)Br)C=C1 (6-methoxybenzothiazolyl)-2-bromoacetamide